C[NH3+] N-methyl-ammonium